C1(=CC=CC=C1)C1=CC=C(C=C1)C1=NC(=NC(=N1)C1=CC=C(C=C1)C1=CC=CC=C1)C1=C(C=C(OC(C(=O)OC)C)C=C1)O methyl 2-[4-[4,6-bis(4-phenylphenyl)-1,3,5-triazin-2-yl]-3-hydroxy-phenoxy]propanoate